Methyl 4-amino-7-bromo-1-(isoquinolin-5-yl)-2-oxo-1,2-dihydroquinoline-3-carboxylate NC1=C(C(N(C2=CC(=CC=C12)Br)C1=C2C=CN=CC2=CC=C1)=O)C(=O)OC